6,6-dimethyl-3-azabicyclo[3.1.0]hexane-2-amide CC1(C2CNC(C12)C(=O)N)C